FC1NC(CC1)F 2,5-difluoro-pyrrolidin